2-methoxy-6,7-dihydroquinazolin-8(5H)-one COC1=NC=2C(CCCC2C=N1)=O